ClC1=NC2=C(C=C(C=C2C=C1C=O)Cl)C 2,6-dichloro-8-methylquinoline-3-carbaldehyde